2-(azetidin-1-ylmethyl)-1-(4-(2,2,2-trifluoro-1-((4-(4-morpholino-7H-pyrrolo[2,3-d]pyrimidin-6-yl)phenyl)amino)ethyl)-[1,4'-bipiperidin]-1'-yl)prop-2-en-1-one N1(CCC1)CC(C(=O)N1CCC(CC1)N1CCC(CC1)C(C(F)(F)F)NC1=CC=C(C=C1)C1=CC2=C(N=CN=C2N2CCOCC2)N1)=C